Tert-butyl 3-((1-(2,6-dioxopiperidin-3-yl)-3-methyl-2-oxo-2,3-dihydro-1H-benzo[d]imidazol-4-yl)(methyl)amino)pyrrolidine-1-carboxylate O=C1NC(CCC1N1C(N(C2=C1C=CC=C2N(C2CN(CC2)C(=O)OC(C)(C)C)C)C)=O)=O